2,6-diisopropylphenyl-amin C(C)(C)C1=C(C(=CC=C1)C(C)C)N